4-methyl-[2,2'-bipyridine]-5-carbonitrile CC1=CC(=NC=C1C#N)C1=NC=CC=C1